C1(=CC=CC=C1)C1NCOC1 4-phenyloxazolidine